ClC1=C(C=CC=C1)N1N=NC(=C1I)I 1-(o-chlorophenyl)-4,5-diiodo-1,2,3-triazole